N-lauroyl-sarcosine isobutyl ester C(C(C)C)OC(CN(C)C(CCCCCCCCCCC)=O)=O